BrC1=CC=C(C=C1)S(=O)(=O)N1C=C(C=C1C1=C(C=CC=C1)F)CNC([2H])([2H])[2H] N-((1-((4-bromophenyl)sulfonyl)-5-(2-fluorophenyl)-1H-pyrrol-3-yl)methyl)methan-d3-amine